1-[2-[3-(difluoromethoxy)-5-methyl-pyrazol-1-yl]-6-[6-[(6-methylpyridazin-3-yl)amino]-5-(oxetan-3-yloxy)benzimidazol-1-yl]-3-pyridyl]ethanol FC(OC1=NN(C(=C1)C)C1=NC(=CC=C1C(C)O)N1C=NC2=C1C=C(C(=C2)OC2COC2)NC=2N=NC(=CC2)C)F